(R)-6-benzyl-8-((R)-2-oxo-4-phenyloxazolidine-3-carbonyl)-2,6-diazaspiro[3.4]octane-2-carboxylic acid tert-butyl ester C(C)(C)(C)OC(=O)N1CC2(C1)CN(C[C@@H]2C(=O)N2C(OC[C@H]2C2=CC=CC=C2)=O)CC2=CC=CC=C2